C([C@@H](O)C)(=O)O.C(C)N1CN(C=C1)C 1-ethyl-3-methylimidazole L-lactate